OCC1CCN(CC1)C1=CC=C(C=C1)C1=NC=2C=CC3=C(C2C=C1)C1=C(S3)C(N[C@@H](CN1C)C)=O (R)-3-(4-(4-(hydroxymethyl)piperidin-1-yl)phenyl)-10,12-dimethyl-9,10,11,12-tetrahydro-8H-[1,4]diazepino[5',6':4,5]thieno[3,2-f]quinolin-8-one